[Al+3].S([O-])(O)(=O)=O.C=CC=CCCC.S([O-])(O)(=O)=O.S([O-])(O)(=O)=O heptadiene (bisulfate) aluminum